NCC(=O)N1C(\C(\C2=CC=C(C=C12)C(=O)OC)=C(\C1=CC=CC=C1)/NC1=CC=C(C=C1)N(C(CN1CCN(CC1)C)=O)C)=O methyl (Z)-1-glycyl-3-(((4-(N-methyl-2-(4-methylpiperazin-1-yl) acetamido) phenyl) amino) (phenyl) methylene)-2-oxoindoline-6-carboxylate